1-Butyl-3-(4-((4,4-dimethyl-1,1-dioxido-1,2,5-thiadiazolidin-2-yl)methyl)-4-methylcyclohexyl)pyrimidine-2,4,6(1H,3H,5H)-trione C(CCC)N1C(N(C(CC1=O)=O)C1CCC(CC1)(C)CN1S(NC(C1)(C)C)(=O)=O)=O